2-(2-{2-[3-(1-acetylpiperidin-4-yl)-5'-fluoro-1'-methyl-1H,1'H-[4,6'-biindazol]-1-yl]acetamido}-N-methylacetamido)acetic acid C(C)(=O)N1CCC(CC1)C1=NN(C=2C=CC=C(C12)C1=C(C=C2C=NN(C2=C1)C)F)CC(=O)NCC(=O)N(C)CC(=O)O